[6-(4-bromophenyl)pyridazin-3-yl]-[3-(dimethylamino)azetidin-1-yl]methanone BrC1=CC=C(C=C1)C1=CC=C(N=N1)C(=O)N1CC(C1)N(C)C